N1C=C(C2=CC=CC=C12)CCOC=1C2=C(N=C(N1)Cl)CN(CC2)C(=O)OC(C)(C)C tert-butyl 4-(2-(1H-indol-3-yl)ethoxy)-2-chloro-5,8-dihydropyrido[3,4-d]pyrimidine-7(6H)-carboxylate